ClC=1C=C2C(=CNC2=CC1)NC1=NC2=C(N1C)C=C(C(=C2)C(F)(F)F)F N-(5-Chloro-1H-indol-3-yl)-6-fluoro-1-methyl-5-(trifluoromethyl)-1H-benzo[d]imidazol-2-amine